C1=C(C=CC2=CC=CC=C12)C(CCCCC\C=C/CC)=O (Z)-1-(naphthalen-2-yl)dec-7-en-1-one